4-(((1R,3R,5S)-8-azabicyclo[3.2.1]octan-3-yloxy)methyl)-3-(2-chlorophenyl)-5-cyclopropylisoxazole [C@H]12CC(C[C@H](CC1)N2)OCC=2C(=NOC2C2CC2)C2=C(C=CC=C2)Cl